FC(OC1=CC=CC2=CN[C@H]3C=4N(C(=C21)C3)C3=C(N4)C=CC(=C3)C=3C(=NC(=CC3)N3CC(C3)(C(F)(F)F)O)C)F (7R,14R)-1-(difluoromethoxy)-11-{6-[3-hydroxy-3-(trifluoromethyl)azetidin-1-yl]-2-methylpyridin-3-yl}-6,7-dihydro-7,14-methanobenzimidazo[1,2-b][2,5]benzodiazocin